NC1CC(C1)CN1CCN(CC1)C(=O)C=1C=CC(=C(C1)N1C(NC(CC1)=O)=O)OC 1-[5-[4-[(3-aminocyclobutyl)methyl]piperazine-1-carbonyl]-2-methoxy-phenyl]hexahydropyrimidine-2,4-dione